C(C=C)C1=CC(=C(C=C1)OCCC=C(CCC=C(C)C)C)OC 4-allyl-1-((4,8-dimethylnon-3,7-dien-1-yl)oxy)-2-methoxybenzene